2,3-dihydrobenzofuran-7-sulfonamide O1CCC2=C1C(=CC=C2)S(=O)(=O)N